di(3,5-dimethylphenyl)naphthyl-phosphine oxide CC=1C=C(C=C(C1)C)P(C1=CC=CC2=CC=CC=C12)(C1=CC(=CC(=C1)C)C)=O